C[C@@H]1CCN2C(O1)=C(C(=N2)C=2C=NN(C2)C)C(=O)OCC Ethyl (5R)-5-methyl-2-(1-methylpyrazol-4-yl)-6,7-dihydro-5H-pyrazolo[5,1-b][1,3]oxazine-3-carboxylate